CC(C(=O)OC(C)(C)C)CC(CN1CCOCC1)=O tert-butyl 2-methyl-5-morpholino-4-oxo-pentanoate